C=C1C(OCC1)=O 3-methylenetetrahydrofuran-2-one